NC1=NC=NC(=C1C#CC1=C2C=C(N=CC2=CC=N1)NC1=CC=C(C=C1)S(=O)(=O)C)Cl 5-((4-amino-6-chloropyrimidin-5-yl)ethynyl)-N-(4-(methylsulfonyl)phenyl)-2,6-naphthyridin-3-amine